ClC1=C(C=C(C=C1)[C@H](C)NC(=O)C=1C(N(C2=C(N=C(C=C2C1N1CCN[C@H](CC1)C)C)C1CC1)C)=O)OC N-[(S)-1-(4-chloro-3-methoxyphenyl)ethyl]-4-[(S)-5-methyl-1,4-diazepan-1-yl]-8-cyclopropyl-1-methyl-6-methyl-2-oxo-1,2-dihydro-1,7-diaza-3-naphthamide